Cholesta-5,7-dien CC(C)CCC[C@@H](C)[C@H]1CC[C@H]2C3=CC=C4CCCC[C@]4(C)[C@H]3CC[C@]12C